COC=1C=C2OC3=C(CCCC3=CC2=CC1)C=O 6-methoxy-2,3-dihydro-1H-xanthen-4-carbaldehyde